BrC1=CC2=C(C=3N(CCS2)C=C(N3)I)C=C1 9-Bromo-2-iodo-5,6-dihydrobenzo[f]imidazo[1,2-d][1,4]thiazepin